N-[3-[(2,3-dihydroxypropyl)(3-octyloxypropyl)amino]propyl]isostearamide OC(CN(CCCNC(CCCCCCCCCCCCCCC(C)C)=O)CCCOCCCCCCCC)CO